C(\C=C\C=CCCCC)=O trans-6-trans-nonadienal